BrC1=NN(C(=N1)C(C)Br)C1=NC=C(C=N1)OCC(F)(F)F 2-[3-bromo-5-(1-bromoethyl)-1,2,4-triazol-1-yl]-5-(2,2,2-trifluoroethoxy)pyrimidine